N-[4-amino-1-(2-trimethylsilylethoxymethyl)pyrazolo[4,3-c]pyridin-7-yl]-N'-(1-phenylethyl)-N'-(2-pyridylmethyl)oxamide Copper [Cu].NC1=NC=C(C2=C1C=NN2COCC[Si](C)(C)C)NC(=O)C(=O)N(CC2=NC=CC=C2)C(C)C2=CC=CC=C2